ClC[C@]1([C@]([C@H](CC1)CC1=CC=C(C=C1)F)(O)CN1N=CN=C1)C (1s,2r,5r)-2-chloromethyl-5-(4-fluorobenzyl)-2-methyl-1-(1H-1,2,4-triazol-1-ylmethyl)cyclopentanol